4-(5-{[(5-chlorothiophen-2-yl)methyl]amino}-1-(2,2-dimethylpropanoyl)-1H-pyrazol-3-yl)-N,N-dimethylpiperidine-1-sulfonamide ClC1=CC=C(S1)CNC1=CC(=NN1C(C(C)(C)C)=O)C1CCN(CC1)S(=O)(=O)N(C)C